dimethyl (4-(3-amino-6-(4-fluorophenyl)pyrazine-2-carboxamido)phenylsulfonyl)methylphosphonate NC=1C(=NC(=CN1)C1=CC=C(C=C1)F)C(=O)NC1=CC=C(C=C1)S(=O)(=O)CP(OC)(OC)=O